ethyl allyl-sulphonate C(C=C)S(=O)(=O)OCC